3-(5-cyclobutyl-1,3-thiazol-2-yl)-5-[(3S)-tetrahydro-furan-3-yloxy]benzoic acid C1(CCC1)C1=CN=C(S1)C=1C=C(C(=O)O)C=C(C1)O[C@@H]1COCC1